N-HYDROXY-BENZAMID ONC(C1=CC=CC=C1)=O